C(C)OC=1C=C(C=CC1)C=1N=C(SC1CC(C)C)NC=1C=C(C(=O)OC)C(=CN1)C=1SC=CC1 methyl 2-((4-(3-ethoxyphenyl)-5-isobutylthiazol-2-yl)amino)-5-(thiophen-2-yl)isonicotinate